ClC=1C=C(C=NC1)NC1=NC=NC2=CC=C(C=C12)C1(CNC1)C N-(5-chloropyridin-3-yl)-6-(3-methylazetidin-3-yl)quinazolin-4-amine